4-amino-N,1-dimethyl-7-(tetrahydrofuran-3-yl)-N-((S)-2-(trifluoromethyl)-5,8-dihydro-6H-pyrano[3,4-b]pyridin-5-yl)-1H-pyrazolo[4,3-c]quinoline-8-carboxamide NC1=NC=2C=C(C(=CC2C2=C1C=NN2C)C(=O)N([C@@H]2COCC1=NC(=CC=C12)C(F)(F)F)C)C1COCC1